FC1=CC=C(C=C1)C1=C(CCC(C1)(C)C)C(=O)N1CC(N(CC1)CC=1C=C2CN(C(C2=CC1)=O)C1C(NC(CC1)=O)=O)CF 3-(5-((4-(4'-fluoro-5,5-dimethyl-3,4,5,6-tetrahydro-[1,1'-biphenyl]-2-carbonyl)-2-(fluoromethyl)piperazin-1-yl)methyl)-1-oxoisoindolin-2-yl)piperidine-2,6-dione